di-tert-butyl 1-methyl-4,6-dihydropyrrolo[3,4-c]pyrazole-4,5(1H)-dicarboxylate CN1N=CC2=C1CN(C2C(=O)OC(C)(C)C)C(=O)OC(C)(C)C